7-fluoro-3,6-dimethyl-8-[(1R)-1-(2-methylsulfonylanilino)ethyl]-2-morpholino-quinazolin-4-one FC1=C(C=C2C(N(C(=NC2=C1[C@@H](C)NC1=C(C=CC=C1)S(=O)(=O)C)N1CCOCC1)C)=O)C